C1=CC=C(C=C1)NC2=CC3=CC=CC=C3C=C2 N-phenyl-2-naphthylamine